FC(C(=O)O)(F)F.ClC=1C(=NC(=NC1)NC1=CC(=C(C=C1)C)C)NC=1C=CC2=C(NC(O2)=O)C1 5-(5-chloro-2-(3,4-dimethylphenylamino)pyrimidin-4-ylamino)benzo[d]oxazol-2(3H)-one trifluoroacetate salt